CS(=O)(=O)OCCOC1=CC=C(C=C1)C[C@@H](COCC)N1C=NC=2C=NC=3C=CC=CC3C21 (S)-2-(4-(3-ethoxy-2-(1H-imidazo[4,5-c]quinolin-1-yl)propyl)phenoxy)ethyl methanesulfonate